naphtho[2,3-b]benzofuran-1-yl trifluoromethanesulfonate FC(S(=O)(=O)OC1=CC=CC2=C1C1=C(O2)C=C2C=CC=CC2=C1)(F)F